ClC=1C=CC(=C(C1)C1CC(C1)N)F 3-(5-Chloro-2-fluorophenyl)cyclobutan-1-amine